C(O)([O-])=O.[Cs+].C(O)([O-])=O.[K+] potassium hydrogencarbonate cesium hydrogencarbonate